2',3-dichloro-4-((3,5-difluoropyridin-2-yl)methoxy)-5'-methoxy-6-methyl-2H-[1,4'-bipyridine]-2-one ClC1=NC=C(C(=C1)N1C(C(=C(C=C1C)OCC1=NC=C(C=C1F)F)Cl)=O)OC